(R)-4-((S)-5H-imidazo[5,1-a]isoindol-5-yl)-1-methylpiperidin-3-ol C=1N=CN2C1C1=CC=CC=C1[C@@H]2C2[C@H](CN(CC2)C)O